ketoglucose O=C[C@H](O)[C@@H](O)[C@H](O)[C@H](O)CO